FC1=C(C=CC=C1B1OC(C(O1)(C)C)(C)C)N1N=C(C=C1C)C 1-(2-fluoro-3-(4,4,5,5-tetramethyl-1,3,2-dioxaborolan-2-yl)phenyl)-3,5-dimethyl-1H-pyrazole